(E)-4-(3,5-dihydroxystyryl)phenyl docosanoate C(CCCCCCCCCCCCCCCCCCCCC)(=O)OC1=CC=C(C=C1)\C=C\C1=CC(=CC(=C1)O)O